COC1=CC=C(C=C1)C1=NN2C(=NC=3C=CC=CC3C2=N1)[C@@](N)(C)C(=O)NCCN1CCCCC1 2-[2-(4-methoxyphenyl)[1,2,4]triazolo[1,5-c]quinazolin-5-yl]-N-[2-(piperidin-1-yl)ethyl]-D-alaninamide